NC(C(OC=1C=C(C(=O)OC)C=C(C1)Br)(C)C)=O methyl 3-(2-amino-1,1-dimethyl-2-oxo-ethoxy)-5-bromobenzoate